2-(1-bromo-6-(3-ethylundec-3-yl)naphthalen-2-yl)-5-methylthiophene BrC1=C(C=CC2=CC(=CC=C12)C(CC)(CCCCCCCC)CC)C=1SC(=CC1)C